(trideuteriomethyl)-1,4-dihydroquinoxaline-6-sulfonamide [2H]C([2H])([2H])N1C=CNC2=CC(=CC=C12)S(=O)(=O)N